ClC1=C(C=C(C=C1)F)C1=CC=C(N=N1)N(CC1=CSC=2CN(CCC21)CC2CCOCC2)C([2H])([2H])[2H] 6-(2-chloro-5-fluorophenyl)-N-(methyl-d3)-N-((6-((tetrahydro-2H-pyran-4-yl)methyl)-4,5,6,7-tetrahydrothieno[2,3-c]pyridin-3-yl)methyl)pyridazin-3-amine